(5-(tert-butyl)isoxazol-3-yl)-2-(4-(6-(1-methyl-1H-pyrazol-4-yl)-4-phenylpyrazolo[1,5-a]pyridin-3-yl)phenyl)acetamide C(C)(C)(C)C1=CC(=NO1)C(C(=O)N)C1=CC=C(C=C1)C=1C=NN2C1C(=CC(=C2)C=2C=NN(C2)C)C2=CC=CC=C2